C(C)OC(C(CCCCCCCCCCCCCCCC)Br)=O alpha-bromooctadecanoic ethyl ester